ClC=1C=C(C=CC1)C(C)NCC1=CC=2N(C(=C1)C=1C=C3CN(C(C3=CC1)=O)C1C(NC(CC1)=O)=O)C=NC2 3-(5-(7-(((1-(3-chloro-phenyl)ethyl)amino)methyl)imidazo[1,5-a]pyridin-5-yl)-1-oxoisoindolin-2-yl)piperidine-2,6-dione